Racemic-tert-butyl ((5-(pyrimidin-5-yl)isochroman-1-yl)methyl)carbamate N1=CN=CC(=C1)C1=C2CCO[C@H](C2=CC=C1)CNC(OC(C)(C)C)=O |r|